N1=CC(=CC=C1)CN1N=CN=N1 (pyridin-3-ylmethyl)-2H-tetrazole